NC1=C2N=CN(C2=NC=N1)C[C@@H](C)OCP(OCCCSCCCCCCCCCCCCCC=1SC=CC1)(O)=O 3-((13-(thiophen-2-yl)tridecyl)thio)propyl hydrogen ((((R)-1-(6-amino-9H-purin-9-yl)propan-2-yl)oxy)methyl)phosphonate